tert-butyl (S)-(1-(5-(3-methoxy-4-(1-methyl-1,2,3,6-tetrahydropyridin-4-yl)phenyl)-3-methylthiophene-2-carbonyl)pyrrolidin-3-yl)carbamate COC=1C=C(C=CC1C=1CCN(CC1)C)C1=CC(=C(S1)C(=O)N1C[C@H](CC1)NC(OC(C)(C)C)=O)C